C(C)(=O)C1=C(C(=O)NC=2C=CC3=C(C(=CS3)C3CCN4CCCCC4CC3)C2)C=CC=C1 5-(2-(acetyl)benzoyl)amino-3-(1-azabicyclo[5.4.0]undecan-4-yl)-benzothiophene